O=C1C(=CC=NN1C(C)C1CCN(CC1)C(=O)OC(C)(C)C)C1=CC=CC=C1 tert-butyl 4-(1-(6-oxo-5-phenylpyridazin-1(6H)-yl)ethyl)piperidine-1-carboxylate